CN1N=CC(=C1)C1=CC=C2C=C[N+](CC2=C1)=O 7-(1-methylpyrazol-4-yl)-2-oxo-isoquinolin-2-ium